FC(C)(F)C1=CC=CC(=N1)C(=O)NC1=CC2=CN(N=C2C=C1OC)C1CCC(CC1)CN1CCC2(CC(C2)CCN)CC1 6-(1,1-difluoroethyl)-N-{6-methoxy-2-[(1r,4r)-4-{[2-(2-aminoethyl)-7-azaspiro[3.5]nonan-7-yl]methyl}cyclohexyl]-2H-indazol-5-yl}pyridine-2-carboxamide